4-bromo-N-methyl-6-(trifluoromethyl)pyridazin-3-amine BrC1=C(N=NC(=C1)C(F)(F)F)NC